C(C)(C)(C)OC(=O)N1CCN(CC1)C(=O)C1CCNCC1 4-(piperidine-4-carbonyl)piperazine-1-carboxylic acid tert-butyl ester